(1S,2R)-3-azido-1-fluoro-1-phenylpropan-2-ol N(=[N+]=[N-])C[C@H]([C@H](C1=CC=CC=C1)F)O